(2,2-Difluorocyclohexyl)piperazine hydrochloride Cl.FC1(C(CCCC1)N1CCNCC1)F